FC1(CCC(CC1)C=1C=2N(N=C(C1)C=1C(=NC(=NC1)OC)OC)C(=CN2)C)F 8-(4,4-difluorocyclohexyl)-6-(2,4-dimethoxypyrimidin-5-yl)-3-methyl-imidazo[1,2-b]pyridazine